tert-butyl 2-chloro-6-(4-methoxybenzyl)-7-carbonyl-5,6,7,8-tetrahydro-1,6-naphthyridine-8-carboxylate ClC1=NC=2C(C(N(CC2C=C1)CC1=CC=C(C=C1)OC)=C=O)C(=O)OC(C)(C)C